CC1(OCC(CO1)ON)C O-(2,2-dimethyl-1,3-dioxan-5-yl)hydroxylamine